isopropyltin tris(sec-butoxide) CC([O-])CC.CC([O-])CC.CC([O-])CC.C(C)(C)[Sn+3]